(4'-fluoro-[1,1'-biphenyl]-3-carbonyl)glycine FC1=CC=C(C=C1)C1=CC(=CC=C1)C(=O)NCC(=O)O